1-({3,4-difluoro-2-[(2-fluoro-4-iodophenyl)amino]phenyl}carbonyl)-3-{[(phenylmethyl)amino]methyl}azetidin-3-ol FC=1C(=C(C=CC1F)C(=O)N1CC(C1)(O)CNCC1=CC=CC=C1)NC1=C(C=C(C=C1)I)F